N-(3-(2-fluoropyridin-4-ylamino)phenyl)-3-(6-fluoroquinolin-4-ylamino)benzamide Potassium (bromomethyl)trifluoroborate BrC[B-](F)(F)F.[K+].FC1=NC=CC(=C1)NC=1C=C(C=CC1)NC(C1=CC(=CC=C1)NC1=CC=NC2=CC=C(C=C12)F)=O